(E)-2-((2,2-dimethyl-2,3-dihydrobenzofuran-7-yl)oxy)-N'-(2-methoxybenzylidene)acetohydrazide CC1(OC2=C(C1)C=CC=C2OCC(=O)N/N=C/C2=C(C=CC=C2)OC)C